N1=CC=CC2=CC(=NC=C12)N 1,7-naphthyridin-6-amine